FC=1C=C(C=O)C=C(C1)OC 3-fluoro-5-methoxy-benzaldehyde